oxazine-3-sulfonyl chloride O1NC(=CC=C1)S(=O)(=O)Cl